5-Bromo-6-chloropyrimidin-4-amine BrC=1C(=NC=NC1Cl)N